[NH4+].P([O-])([O-])([O-])=S.[NH4+].[NH4+] thiophosphoric acid ammonium salt